3-(6-(2-(((S)-1-(3-methylpyridin-2-yl)ethyl)amino)pyrimidin-4-yl)pyridin-2-yl)isoxazol-5-one CC=1C(=NC=CC1)[C@H](C)NC1=NC=CC(=N1)C1=CC=CC(=N1)C=1NOC(C1)=O